1'-[1,11-Undecanediylbis(oxy)]bisbenzene C(CCCCCCCCCCOC1=CC=CC=C1)OC1=CC=CC=C1